O=C1NC(CCC1NC(=O)C1=C(C=C(C=C1)N1CCN(CC1)CC1CCN(CC1)C1=CC=C(C(=O)O)C=C1)F)=O 4-[4-[[4-[4-[(2,6-dioxo-3-piperidinyl)carbamoyl]-3-fluoro-phenyl]piperazin-1-yl]methyl]-1-piperidinyl]benzoic acid